C1(CCCCC1)CN1CCC(CC1)N1C(N(C=2C=NC=CC21)C2=C(C(=O)N(C)C(C)C)C=C(C=C2)F)=O 2-(1-(1-(cyclohexylmethyl)piperidin-4-yl)-2-oxo-1,2-dihydro-3H-imidazo[4,5-c]pyridin-3-yl)-5-fluoro-N-isopropyl-N-methylbenzamide